N1(C2C(CC1)NCC2)C2CCC(CC2)(O)C2=NC=C(C=C2)C2=NC=CC=N2 4-{octahydropyrrolo[3,2-b]pyrrol-1-yl}-1-[5-(pyrimidin-2-yl)pyridin-2-yl]cyclohexan-1-ol